BrC1=CC=C(C=C1)C1=NN(C(C=C1)=O)CC1=CC=C(C#N)C=C1 4-((3-(4-bromophenyl)-6-oxopyridazin-1(6H)-yl)methyl)benzonitrile